2,2-difluoro-spiro[2.5]-octan-6-one FC1(CC12CCC(CC2)=O)F